C(C)N(CC)[Ti](N(C)C)(N(C)C)N(CC)CC bis(diethylamino)bis(dimethylamino)titanium (IV)